(R)-N-(2-chloro-4-(N-(1-(1-methyl-piperidin-4-yl)ethyl)sulfamoyl)phenyl)-2-methylbenzamide hydrochloride Cl.ClC1=C(C=CC(=C1)S(N[C@H](C)C1CCN(CC1)C)(=O)=O)NC(C1=C(C=CC=C1)C)=O